3,8,17,26-tetraoxo-1-phenyl-2,12,15,21,24-pentaoxa-4,9,18,27-tetraazanonacosan-29-aminium 2,2,2-trifluoroacetate FC(C(=O)[O-])(F)F.O=C(OCC1=CC=CC=C1)NCCCC(NCCOCCOCC(NCCOCCOCC(NCC[NH3+])=O)=O)=O